3,6-dioxaheptylmethacrylate C(COCCOC)OC(C(=C)C)=O